(2-hydroxy-5-methylphenyl)(3-nitrophenyl)methanone OC1=C(C=C(C=C1)C)C(=O)C1=CC(=CC=C1)[N+](=O)[O-]